6-(4-isopropoxypiperidin-1-yl)quinolin C(C)(C)OC1CCN(CC1)C=1C=C2C=CC=NC2=CC1